methyl cis-5,8,11,14-eicosatetraenoate C(CCC\C=C/CC=CCC=CCC=CCCCCC)(=O)OC